3-[(2R,4R)-4-({[1-(2,2-difluoro-1,3-benzodioxol-5-yl)cyclopropyl]carbonyl}amino)-8-fluoro-3,4-dihydro-2H-chromen-2-yl]benzoic acid FC1(OC2=C(O1)C=CC(=C2)C2(CC2)C(=O)N[C@@H]2C[C@@H](OC1=C(C=CC=C21)F)C=2C=C(C(=O)O)C=CC2)F